3-((2r,4s)-2-(3-bromophenyl)-5-oxaspiro[3.4]oct-2-yl)-4-methyl-4H-1,2,4-triazole BrC=1C=C(C=CC1)C1(CC2(C1)OCCC2)C2=NN=CN2C